BrCC1=CC=C(C=C1)CC(C)C 1-(bromomethyl)-4-isobutylbenzene